C(C1=CC=CC=C1)OC1=C2C(=CNC2=C(C=C1)Br)C(C(=O)N(C)C)=O 2-[4-(Benzyloxy)-7-bromoindol-3-yl]-N,N-dimethylglyoxylamide